(S)-N'-((3,3-dimethyl-1,2,3,5,6,7-hexahydro-dicyclopenta[b,e]pyridin-8-yl)carbamoyl)-1-isopropyl-1H-pyrazole-3-sulfonimidamide CC1(CCC=2C1=NC1=C(C2NC(=O)N=[S@@](=O)(N)C2=NN(C=C2)C(C)C)CCC1)C